5-(aminomethyl)-N,N,1-trimethyl-pyrazole-3-carboxamide NCC1=CC(=NN1C)C(=O)N(C)C